(E)-N-(4-(1-(4-(1-((2-(2,6-dioxopiperidin-3-yl)-1-oxoisoindoline-4-yl)aminoacetyl)piperidin-4-yl)benzoyl)piperidin-4-yl)butyl)-3-(pyridin-3-yl)acrylamide O=C1NC(CCC1N1C(C2=CC=CC(=C2C1)NCC(=O)N1CCC(CC1)C1=CC=C(C(=O)N2CCC(CC2)CCCCNC(\C=C\C=2C=NC=CC2)=O)C=C1)=O)=O